C(C1=CC=CC=C1)OC(=O)N1C(CC(CC1)CNC(C[C@H]1[C@@H](C1)C1=CC=CC=C1)=O)F fluoro-4-((N-(trans-2-phenylcyclopropyl)acetylamino)methyl)piperidine-1-carboxylic acid benzyl ester